5-((6-Ethoxy-2-(3-(2-(3-methylmorpholino)ethoxy)phenyl)quinazolin-4-yl)amino)-3-methylpyridin-2(1H)-one C(C)OC=1C=C2C(=NC(=NC2=CC1)C1=CC(=CC=C1)OCCN1C(COCC1)C)NC=1C=C(C(NC1)=O)C